3-((4-(2-(4-Chloro-2,5-difluorophenyl)-2,8-diazaspiro[4.5]decan-8-yl)-5-fluoro-2-methoxyphenyl)amino)piperidine-2,6-dione ClC1=CC(=C(C=C1F)N1CC2(CC1)CCN(CC2)C2=CC(=C(C=C2F)NC2C(NC(CC2)=O)=O)OC)F